CC(C)OCCC#N 3-(1-methylethoxy)-propanenitrile